NC1=CC=2C3=C(C(N(C2C=C1)C)=O)C(OC[C@@H](N3)C3CC3)=O (S)-10-amino-2-cyclopropyl-7-methyl-2,3-dihydro-[1,4]oxazepino[6,5-c]quinoline-5,6(1H,7H)-dione